methyl-1H-benzo[d]imidazol CN1C=NC2=C1C=CC=C2